OC1CC(N(C(C1)(C)C)O)(C)C 4-hydroxy-2,2,6,6-tetramethyl-1-hydroxypiperidine